2-((4-bromophenoxy)methyl)-6-(ethoxymethyl)-1,4-dioxan BrC1=CC=C(OCC2OC(COC2)COCC)C=C1